5-[3-({[(1R,4r)-4-aminocyclohexyl]methyl}amino)-4-chlorophenyl]-1,3,4-oxadiazol-2(3H)-one NC1CCC(CC1)CNC=1C=C(C=CC1Cl)C1=NNC(O1)=O